(2S)-2-[(3E)-4,8-Dimethylnona-3,7-dienyl]-2,7-dimethylchromen-5-ol C\C(=C/CC[C@@]1(OC=2C=C(C=C(C2C=C1)O)C)C)\CCC=C(C)C